5-chloro-3-[2,6-difluoro-3-[[(2-hydroxy-2-methyl-propyl)-methyl-sulfamoyl]amino]benzoyl]-1H-pyrrolo[2,3-b]pyridine ClC=1C=C2C(=NC1)NC=C2C(C2=C(C(=CC=C2F)NS(N(C)CC(C)(C)O)(=O)=O)F)=O